[C@@H]1(CCC12OCCO2)N2C=NC(=C2)C=2C(=C(C=CC2)NC2=CC(=NC=C2C(=O)N)NC(=O)C2CC2)OC (S)-4-((3-(1-(5,8-dioxaspiro[3.4]octan-1-yl)-1H-imidazol-4-yl)-2-methoxyphenyl)amino)-6-(cyclopropanecarboxamido)nicotinamide